N1(CCC1)CCOC1=CC=2C=3C=C4C(=C(C3N(C2C=C1)C)C)C=CN=C4 9-(2-(azetidin-1-yl)ethoxy)-5,6-dimethyl-6H-pyrido[4,3-b]carbazole